C1(=CC=CC=C1)C1CCC(CC1=O)=O 6-phenylcyclohexane-1,3-dione